COC1=CC=C(C=C1)\C=C\C(=O)C1=C(C=CC=C1OC)O 4,6'-Dimethoxy-2'-hydroxychalcone